3-[[6-[3-[(4-methoxyphenyl)methoxy]but-1-ynyl]-3-pyridyl]oxy]cyclobutanol COC1=CC=C(C=C1)COC(C#CC1=CC=C(C=N1)OC1CC(C1)O)C